NC1=CC2=C(N(N=C2C(=C1)N[C@H]1[C@H](CN(CC1)C)F)C1=NOC(=N1)CNC(=O)C1=CN(C=C1)C(C)(C)C)CC(F)(F)F N-((3-(5-amino-7-(((3S,4R)-3-fluoro-1-methylpiperidin-4-yl)amino)-3-(2,2,2-trifluoroethyl)-2H-indazol-2-yl)-1,2,4-oxadiazol-5-yl)methyl)-1-(tert-butyl)-1H-pyrrole-3-carboxamide